(1r,2r,3s)-2-amino-3-(3-bromo-5-chloro-7-((thiophen-2-ylmethyl)amino)thieno[3,2-b]pyridin-2-yl)cyclohexan-1-ol N[C@H]1[C@@H](CCC[C@@H]1C1=C(C2=NC(=CC(=C2S1)NCC=1SC=CC1)Cl)Br)O